[Pd].[Ni].[Ti] titanium-nickel palladium